(3-(pyridin-2-yl)-2H-chromen-2-one) iridium (III) [Ir+3].N1=C(C=CC=C1)C=1C(OC2=CC=CC=C2C1)=O